N1(N=NC=C1)C[C@@H]1C[C@H](N(C1)C(CNC(=O)C=1C=CC=2SC3=CC=CC=C3OC2C1)=O)C(=O)N[C@H](C)C1=CC=2C=NC=CC2N1S(=O)(=O)C1=CC=CC=C1 |o1:6| (2S,4R*)-4-((1H-1,2,3-triazol-1-yl)methyl)-1-((phenoxathiine-3-carbonyl)glycyl)-N-((R)-1-(1-(phenylsulfonyl)-1H-pyrrolo[3,2-c]pyridin-2-yl)ethyl)pyrrolidine-2-carboxamide